BrCC(=O)OCCCCCCCCCCCCCCCCCCC nonadecyl bromoacetate